2-(2-(cyclopropanesulfonylamino)thiazol-4-yl)-N-(5-(5-methoxypyridin-3-yl)pyrimidin-2-yl)-2-methylpropanamide C1(CC1)S(=O)(=O)NC=1SC=C(N1)C(C(=O)NC1=NC=C(C=N1)C=1C=NC=C(C1)OC)(C)C